OC1(CC1)C1=NN(C=N1)C1CC2(CN(C2)C(=O)N2CC3(C2)CC(C3)CN3N=C(C=C3)C(F)(F)F)C1 [6-[3-(1-hydroxycyclopropyl)-1,2,4-triazol-1-yl]-2-azaspiro[3.3]heptan-2-yl]-[6-[[3-(trifluoromethyl)pyrazol-1-yl]methyl]-2-azaspiro[3.3]heptan-2-yl]methanone